diphenylmethylenecyclopentadienyl-(2,7-di-tert-butyl-fluorenyl)zirconium dichloride [Cl-].[Cl-].C1(=CC=CC=C1)C(C1=CC=CC=C1)=[Zr+2](C1=C(C=CC=2C3=CC=C(C=C3CC12)C(C)(C)C)C(C)(C)C)C1C=CC=C1